Isodecyl(4-methyl-2-propylhexyl)phthalat C(CCCCCCC(C)C)C=1C(=C(C(C(=O)[O-])=CC1)C(=O)[O-])CC(CC(CC)C)CCC